C1(CC1)[C@H](C=1C=CC2=C(N=C(O2)[C@@H](NC(=O)C2=CC=NN2C(C)C)C2CCC(CC2)(F)F)C1)NC(CCC(F)(F)F)=O |o1:3| N-((1S)-(5-((R or S)-cyclopropyl(4,4,4-trifluorobutanamido)methyl)-benzo[d]oxazol-2-yl)(4,4-difluorocyclohexyl)methyl)-1-isopropyl-1H-pyrazole-5-carboxamide